(E)-Ethyl 3-(3-(2-hydroxy-4,6-dimethoxyphenyl)-3-oxoprop-1-en-1-yl)benzoate OC1=C(C(=CC(=C1)OC)OC)C(/C=C/C=1C=C(C(=O)OCC)C=CC1)=O